FC1=NC2=C(N1CCOC)C(=C(C=C2)C(=O)O)I fluoro-7-iodo-1-(2-methoxyethyl)-1H-benzo[d]imidazole-6-carboxylic acid